tris(perfluorophenyl)benzene-1,3,5-tricarboxylate FC1=C(C(=C(C(=C1F)F)F)F)C1=C(C(=C(C(=C1C(=O)[O-])C1=C(C(=C(C(=C1F)F)F)F)F)C(=O)[O-])C1=C(C(=C(C(=C1F)F)F)F)F)C(=O)[O-]